CN1CCN(CC1)C1=CC=C(C=C1)NC=1N=C(C2=C(N1)NC=C2)NC2CCN(CC2)CO (4-((2-((4-(4-methylpiperazin-1-yl)phenyl)amino)-7H-pyrrolo[2,3-d]pyrimidine-4-yl)amino)piperidin-1-yl)methanol